FC1(CCN(CC1)C(=O)C=1C=C2C(=NC1)N(C=C2)C=2C=C(C(=O)OC)C=CC2)F methyl 3-(5-(4,4-difluoropiperidine-1-carbonyl)-1H-pyrrolo[2,3-b]pyridin-1-yl)benzoate